C(CCCCCCC\C=C/C\C=C/CCCCC)(=O)OC(CN(C)C)COC(CCCCCCC\C=C/C\C=C/CCCCC)=O 2,3-dilinoleoyloxy-N,N-dimethylpropylamine